ClC1=C(C=CC(=C1)F)C1=CNC(C2=CC(=CC=C12)O[C@@H](C(=O)N1CCN(CC1)S(=O)(=O)C)C)=O (R)-4-(2-chloro-4-fluorophenyl)-7-((1-(4-(methylsulfonyl)piperazin-1-yl)-1-oxopropan-2-yl)oxy)isoquinolin-1(2H)-one